COC1=NC(=NC(=C1)OC)NC=1C=C(C#N)C=CC1N1CCNCC1 3-((4,6-dimethoxypyrimidin-2-yl)amino)-4-(piperazin-1-yl)benzonitrile